methyl 7-chloro-4-oxo-4,5-dihydrofuro[2,3-d]pyridazine-2-carboxylate ClC1=NNC(C2=C1OC(=C2)C(=O)OC)=O